(6-[(tert-butyldiphenylsilyl)oxy]hexyloxy)-4-(4-methylpiperazin-1-yl)aniline [Si](C1=CC=CC=C1)(C1=CC=CC=C1)(C(C)(C)C)OCCCCCCONC1=CC=C(C=C1)N1CCN(CC1)C